5-hydroxy-4-hydroxymethyl-pyran-2-one-13C OC=1C(=C[13C](OC1)=O)CO